3-(2-chloro-3-(6-((2-oxopiperidin-1-yl)methyl)pyridin-3-yl)phenyl)piperidine-2,6-dione ClC1=C(C=CC=C1C=1C=NC(=CC1)CN1C(CCCC1)=O)C1C(NC(CC1)=O)=O